tert-butyl ((S)-1-(((2-((S)-2,6-dioxopiperidin-3-yl)-1-oxoisoindolin-5-yl)methyl)amino)-3-(1H-imidazol-4-yl)-1-oxopropan-2-yl)carbamate O=C1NC(CC[C@@H]1N1C(C2=CC=C(C=C2C1)CNC([C@H](CC=1N=CNC1)NC(OC(C)(C)C)=O)=O)=O)=O